C(CNC(S)=S)NC(S)=S.CN(C(=S)[Zn]C(N)=S)C dimethyl-dithiocarbamoyl-zinc ethylenebis-dithiocarbamate